1-(2-Isopropyl-6-methylphenyl)urea C(C)(C)C1=C(C(=CC=C1)C)NC(=O)N